CN(C)CCCN1[C@@H](CCC1)C=1C=NC(=CC1)C (S)-1-[3-(N,N-dimethylamino)propyl]-2-(6-methyl-3-pyridyl)pyrrolidine